C1(CCC1)/C=C/C=O (E)-3-cyclobutylprop-2-enal